1-(1-methylethyl)indazol CC(C)N1N=CC2=CC=CC=C12